BrC1=C(C(=CC=C1)C)NC(=O)C=1C(=NC(=NC1)NC1=CC(=C(C=C1)C1CCN(CC1)C)C)OC N-(2-bromo-6-methylphenyl)-4-methoxy-2-((3-methyl-4-(1-methylpiperidin-4-yl)phenyl)amino)pyrimidine-5-carboxamide